methyl 2-(1H-pyrrolo[2,3-b]pyridin-5-yloxy)-4-(4-((5-(4-chlorophenyl) spiro[2.5]oct-5-en-6-yl)methyl)piperazin-1-yl)benzoate N1C=CC=2C1=NC=C(C2)OC2=C(C(=O)OC)C=CC(=C2)N2CCN(CC2)CC2=C(CC1(CC1)CC2)C2=CC=C(C=C2)Cl